C1(=CC=C(C=C1)C=1OCC(N1)(C)C)C=1OCC(N1)(C)C 2,2'-(1,4-phenylene)-bis(4,4-dimethyl-2-oxazoline)